1-((3-(2-chlorophenyl)-8,8-difluoro-2-oxo-1-oxa-3-azaspiro[4.5]decan-7-yl)methyl)-1H-benzo[d]imidazole-6-carbonitrile ClC1=C(C=CC=C1)N1C(OC2(C1)CC(C(CC2)(F)F)CN2C=NC1=C2C=C(C=C1)C#N)=O